C(C)(=O)C=CCS(SCC=C)=O Acetylallicin